(carbazol-9-yl)-4,6-dicyanobenzene C1=CC=CC=2C3=CC=CC=C3N(C12)C1=CC=C(C=C1C#N)C#N